CC12CC(N(C2C1)C(CNC(CCCOC1=CC=CC=C1)=O)=O)C(=O)N 5-methyl-2-((4-phenoxy-butyryl)glycyl)-2-azabicyclo[3.1.0]hexane-3-carboxamide